N[C@@H](C)[C@@H]1OCC(N(C1)CC1=CC=C(C=C1)OC)=O |o1:3| rel-(R*)-6-((S)-1-aminoethyl)-4-(4-methoxybenzyl)morpholin-3-one